S(C1=C(C=C(C=C1)O)C)C1=C(C=C(C=C1)O)C 4,4'-thiobis-(3-methylphenol)